OCC1CCN(CC1)CC1=CC=C(C=C1)C#CC1=CC=C(C=C1)C1=CC(=NO1)CN1C(=NC=C1)[C@H](C)O (S)-1-(1-((5-(4-((4-((4-(hydroxymethyl)piperidin-1-yl)methyl)phenyl)ethynyl)phenyl)isoxazol-3-yl)methyl)-1H-imidazol-2-yl)ethan-1-ol